Cl.C([2H])([2H])([2H])NC([2H])([2H])[2H] bis(methyl-d3)amine HCl salt